(3S,4R)-4-cyclopropyl-4-(2-(5-cyclopropyl-4-fluoro-3,3-dimethyl-2-oxoindolin-1-yl)acetamido)-3-methylbutanoic acid C1(CC1)[C@@H]([C@H](CC(=O)O)C)NC(CN1C(C(C2=C(C(=CC=C12)C1CC1)F)(C)C)=O)=O